CC(COCC(=O)OC(C)(C)C)=C tert-butyl 2-((2-methylallyl)oxy)acetate